C(C)(=O)N1C(/C(/C2=CC=C(C=C12)Cl)=C/C1=CC(=CC=C1)C(F)(F)F)=O (E)-1-acetyl-6-chloro-3-(3-(trifluoromethyl)benzylidene)indol-2-one